2,2-dimethyl-4-(3-((2-((3-methyl-1-(1-methylpiperidin-4-yl)-1H-pyrazol-4-yl)amino)-5-(trifluoromethyl)pyrimidin-4-yl)amino)propyl)-1,4-oxazepan-3-one CC1(OCCCN(C1=O)CCCNC1=NC(=NC=C1C(F)(F)F)NC=1C(=NN(C1)C1CCN(CC1)C)C)C